3-(1H-1,2,4-triazol-1-yl)propanamide N1(N=CN=C1)CCC(=O)N